BrC1=CC=C2C(=NC=3N(C2=C1)C=NN3)N(C=3C=C(C=CC3)C3=CC=C(C=C3)NC(C)=O)C N-(3'-((8-Bromo-[1,2,4]triazolo[4,3-a]quinazolin-5-yl)(methyl)amino)-[1,1'-biphenyl]-4-yl)acetamide